3-(5'-(3-(1H-pyrazol-1-yl)propoxy)-[2,2'-bipyridyl]-4-yl)-5-(trifluoromethyl)-1,2,4-oxadiazole N1(N=CC=C1)CCCOC=1C=CC(=NC1)C1=NC=CC(=C1)C1=NOC(=N1)C(F)(F)F